CC(C(=O)OC(C)(C)C1=C(C=CC(=C1)Br)F)(C(C)C)C1=CC(=NO1)OCC1(CCNCC1)F 2-(2-fluoro-5-bromo-phenyl)propan-2-ol methyl-2-[3-[(4-fluoro-4-piperidyl)methoxy]isoxazol-5-yl]-isovalerate